ethyl 2-methyl-4-phenylquinoline-3-carboxylate CC1=NC2=CC=CC=C2C(=C1C(=O)OCC)C1=CC=CC=C1